C(C)OC(=O)C1=NOC(=C1)C1=CC=C(C=C1)C(F)(F)F 5-(4-trifluoromethyl-phenyl)-isoxazole-3-carboxylic acid ethyl ester